C(CCCC)(=O)OCCCC(C)Br 4-bromopentyl valerate